COC(=O)C=1C=CC2=C(CCCC(=C2C2=CC=C(C=C2)OC2CN(CC2)CCCF)C2=C(C=C(C=C2)OC)C)C1 6-(4-methoxy-2-methyl-phenyl)-5-{4-[1-(3-fluoro-propyl)-pyrrolidin-3-yloxy]-phenyl}-8,9-dihydro-7H-benzocycloheptene-2-carboxylic acid methyl ester